4-bromo-3-(2-(ethoxymethoxy)propan-2-yl)-N,N-bis(4-methoxybenzyl)benzenesulfonamide BrC1=C(C=C(C=C1)S(=O)(=O)N(CC1=CC=C(C=C1)OC)CC1=CC=C(C=C1)OC)C(C)(C)OCOCC